FC=1C(=CC=C2C(CCOC12)NC(C=C)=O)OC1=CC=C(C=C1)C(F)(F)F N-[8-fluoro-7-{4-(trifluoromethyl)phenoxy}chroman-4-yl]acrylamide